ClC=1C(=CC(=NC1)N1CC(N(C(C1)(C)C)C)(C)C)N 5-chloro-2-(3,3,4,5,5-pentamethylpiperazin-1-yl)pyridin-4-amine